5-Fluoro-6-formyl-isoindoline-2-carboxylic acid tert-butyl ester C(C)(C)(C)OC(=O)N1CC2=CC(=C(C=C2C1)F)C=O